FC=1C(=C(C=CC1)[C@H](C)NC(OC(C)(C)C)=O)CO tert-butyl (S)-(1-(3-fluoro-2-(hydroxymethyl)phenyl)ethyl)carbamate